(S)-N-(3-chloro-4-(4-methylpiperazin-1-yl)phenyl)-1-((5-methyl-1H-indazol-7-yl)sulfonyl)azetidine-2-carboxamide ClC=1C=C(C=CC1N1CCN(CC1)C)NC(=O)[C@H]1N(CC1)S(=O)(=O)C=1C=C(C=C2C=NNC12)C